[Rh](Cl)(Cl)Cl.C1=CCCC=CCC1.C1=CCCC=CCC1 bis(1,5-cyclooctadiene) rhodium chloride